C(CCCCCCCCC)OC=1C=C(C=C(C1)CCCCCCCCCCCCCCC)C1=CC=C(C=C1)CO (3'-(decyloxy)-5'-pentadecyl-[1,1'-biphenyl]-4-yl)methanol